C1(=CC=CC=C1)\C=N\C1CCCCC1 N-[(E)-phenylmethylene]-cyclohexylamine